6-(4-Fluorophenyl)-8-[(3-methyl-1,2,4-oxadiazol-5-yl)methoxy]-N-[(6-methylpyridazin-3-yl)methyl]quinazolin-4-amine FC1=CC=C(C=C1)C=1C=C2C(=NC=NC2=C(C1)OCC1=NC(=NO1)C)NCC=1N=NC(=CC1)C